(8-{5-[3-(4-acetyl-piperazin-1-ylmethyl)-phenylamino]-6-methoxy-pyridin-2-yl}-2,3-dihydro-benzo[1,4]dioxin-2-ylmethyl)-amid C(C)(=O)N1CCN(CC1)CC=1C=C(C=CC1)NC=1C=CC(=NC1OC)C1=CC=CC2=C1OC(CO2)C[NH-]